N-(5-cyano-4-((2-(methylthio)ethyl)amino)pyridin-2-yl)-6-((4-cyclopropyl-2-oxopiperazin-1-yl)methyl)-7-formyl-3,4-dihydro-1,8-naphthyridine-1(2H)-carboxamide C(#N)C=1C(=CC(=NC1)NC(=O)N1CCCC2=CC(=C(N=C12)C=O)CN1C(CN(CC1)C1CC1)=O)NCCSC